6-(hydroxy(o-tolyl)methyl)-N2-methylpyridine-2,4-dicarboxamide OC(C1=CC(=CC(=N1)C(=O)NC)C(=O)N)C1=C(C=CC=C1)C